C(C)OC(=O)C1=C(N(C=C1C=1C=C2CCNCC2=CC1C(=O)N1CC2=CC=CC=C2C[C@H]1COC)C)C (7-{[(3S)-3-(methoxymethyl)-3,4-dihydro-1H-isoquinolin-2-yl]carbonyl}-1,2,3,4-tetrahydroisoquinolin-6-yl)-1,2-dimethylpyrrole-3-carboxylic acid ethyl ester